OC1=C2C(CCNC2=CC=C1)=O 5-hydroxy-1,2,3,4-tetrahydroquinolin-4-one